5-tert-Butyl-4H-1,2,4-triazol-3-amine C(C)(C)(C)C=1NC(=NN1)N